C(=O)(O)C=1C=C(C=C(C1)C(=O)O)S(=O)(=O)[O-].C(CCC)[P+](C)(CCCC)CCCC tributylmethylphosphonium 3,5-dicarboxybenzenesulfonate